BrC=1C=C2C=C(C(=NC2=CC1)OC)CC=1C=NC(=C(C1)OC)OC 6-bromo-3-((5,6-dimethoxypyridin-3-yl)methyl)-2-methoxyquinoline